1-(5-Bromopyrimidin-2-yl)ethan-1-amine BrC=1C=NC(=NC1)C(C)N